C(C1=CC=CC=C1)C1=C(C2=C(N(C(N(C2=O)C2=CC=C(C=C2)F)=O)C2=CC=C(C=C2)F)N(C1=O)C)O 6-benzyl-1,3-bis(4-fluorophenyl)-5-hydroxy-8-methylpyrido[2,3-d]pyrimidine-2,4,7(1H,3H,8H)-trione